4-(6-(6-(Sec-butylsulfonyl)-3,6-diazabicyclo[3.1.1]hept-3-yl)pyridin-3-yl)-6-(2-hydroxy-2-methylpropyloxy)pyrazolo[1,5-a]pyridine-3-carbonitrile C(C)(CC)S(=O)(=O)N1C2CN(CC1C2)C2=CC=C(C=N2)C=2C=1N(C=C(C2)OCC(C)(C)O)N=CC1C#N